NC1=NC=2C=CC(=CC2C2=C1[C@H](OC2)C)C(=O)N(C)[C@H]2COCC1=C2C=CC(=C1)Br (3R)-4-amino-N-((4R)-7-bromo-3,4-dihydro-1H-2-benzopyran-4-yl)-N,3-dimethyl-1,3-dihydrofuro[3,4-c]-quinoline-8-carboxamide